OC=1C(=CC2=CC=CC=C2C1)C(=O)NN=C(C)C 3-hydroxy-N'-(1-methylethylidene)-2-naphthoyl-hydrazine